C(C)(C)(C)C=1C=C(C=C(C1O)C(C)(C)C)CCC(=O)NNC(CCC1=CC(=C(C(=C1)C(C)(C)C)O)C(C)(C)C)=O bis[β-(3,5-di-t-butyl-4-hydroxyphenyl)propionyl]hydrazine